FC1=CC=2C3=C(NC2C=C1)C(N(CC1=C3C=CC(=C1)OC)C[C@H](CC(CNC(OC(C)(C)C)=O)O[Si](C(C)C)(C(C)C)C(C)C)NC(OC(C)(C)C)=O)=O di-tert-butyl ((4S)-5-(11-fluoro-3-methoxy-7-oxo-7,8-dihydrobenzo[5,6]azepino[3,4-b]indol-6(5H)-yl)-2-((triisopropylsilyl)oxy)pentane-1,4-diyl)dicarbamate